ClC1=CC=C(C=C1)CS(=O)(=O)NCC#C 1-(4-Chlorophenyl)-N-prop-2-ynyl-methanesulfonamide